2-((5-Fluoropyridin-2-yl)amino)-4-((2-methoxy-3-(1-methyl-1H-1,2,4-triazol-3-yl)phenyl)amino)-N-methylpyrimidine-5-carboxamide FC=1C=CC(=NC1)NC1=NC=C(C(=N1)NC1=C(C(=CC=C1)C1=NN(C=N1)C)OC)C(=O)NC